5-(1-fluoro-3-hydroxy-7-{[1-(2,2,2-trifluoroethyl)piperidin-4-yl]methyl}naphthalen-2-yl)-1λ6,2,5-thiadiazolidine-1,1,3-trione FC1=C(C(=CC2=CC=C(C=C12)CC1CCN(CC1)CC(F)(F)F)O)N1CC(NS1(=O)=O)=O